6-(2-amino-5-(4-(4-(4,4-difluorobutyl)piperazin-1-yl)-3-((dimethylamino)methyl)phenyl)-6-fluoropyridin-3-yl)-7-fluoro-3,4-dihydroisoquinolin-1(2H)-one NC1=NC(=C(C=C1C=1C=C2CCNC(C2=CC1F)=O)C1=CC(=C(C=C1)N1CCN(CC1)CCCC(F)F)CN(C)C)F